2-heptylthio-4-methylthiazole C(CCCCCC)SC=1SC=C(N1)C